C(C=C)N1[Si](CC[Si]1(CCC)CCC)(CCC)CCC 1-allyl-2,2,5,5-tetrapropyl-1-aza-2,5-disilacyclopentane